1-[4-chloro-6-(trifluoromethyl)-3-pyridyl]-1,3-dimethyl-3-[(1S)-1-(2-pyrimidin-2-yl-1,2,4-triazol-3-yl)ethyl]urea ClC1=C(C=NC(=C1)C(F)(F)F)N(C(=O)N([C@@H](C)C=1N(N=CN1)C1=NC=CC=N1)C)C